5-ethyl-5-phenyl-barbituric acid C(C)C1(C(NC(NC1=O)=O)=O)C1=CC=CC=C1